6-[3-(5-chloro-2-methoxypyridine-3-sulfonamido)-2,6-difluorophenyl]-7-fluoro-N-[2-(pyrrolidin-1-yl)ethyl]-1H-indazole-3-carboxamide ClC=1C=C(C(=NC1)OC)S(=O)(=O)NC=1C(=C(C(=CC1)F)C1=CC=C2C(=NNC2=C1F)C(=O)NCCN1CCCC1)F